C(C)(C)(C)OC(=O)N[C@H]1[C@H](CCCC1)NC(=O)C1=CC(=CS1)C=1C=NN2C1N=CC(=C2)N2CCN(CC2)C(=O)OC(C)(C)C tert-butyl 4-[3-(5-{[(1S,2R)-2-{[(tertbutoxy) carbonyl]amino}cyclohexyl]carbamoyl}thiophen-3-yl) pyrazolo[1,5-a]pyrimidin-6-yl]piperazine-1-carboxylate